OCCO[C@H]1C[C@H](NC1)C(=O)O (2S,4S)-4-(2-hydroxyethoxy)pyrrolidine-2-carboxylic acid